CC1(C(OB(O1)C=C(C)C)(C)C)C tetramethyl-2-(2-methylpropan-1-en-1-yl)-1,3,2-dioxaborolan